N1N=NN=C1C1=C(C=CC=C1)C1=CC(=CC(=N1)N(CC(C)C)CC1=CC=C(C=C1)F)NC1=NC=2N(C=C1)N=CC2 6-(2-(1H-tetrazol-5-yl)phenyl)-N2-(4-fluorobenzyl)-N2-isobutyl-N4-(pyrazolo[1,5-a]pyrimidin-5-yl)pyridine-2,4-diamine